6-chloro-2-hydroxy-3-methylpyrimidin-4(3H)-one ClC1=CC(N(C(=N1)O)C)=O